FC(S(=O)(=O)OC1=C(C=C2C(=NC=NC2=C1)C=1C(=NN(C1)C)C1=CC=CC=C1)NC(CC)=O)(F)F 4-(1-methyl-3-phenyl-1H-pyrazol-4-yl)-6-propionamidoquinazolin-7-yl trifluoromethanesulfonate